C(#N)C=1C(=NC(=NC1)N[C@H]1C[C@H](CCC1)N1C=NC=2C1=NC=C(C2)C#N)C=2C=NN(C2)C2CCOCC2 3-((1S,3R)-3-((5-cyano-4-(1-(tetrahydro-2H-pyran-4-yl)-1H-pyrazol-4-yl)pyrimidin-2-yl)amino)cyclohexyl)-3H-imidazo[4,5-b]pyridine-6-carbonitrile